6-chloro-1-methyl-2-oxo-1,2-dihydropyridine-4-sulfonyl chloride ClC1=CC(=CC(N1C)=O)S(=O)(=O)Cl